aminohexanoic-Acetic anhydride C(C)(=O)OC(C(CCCC)N)=O